4-(Diethylamino)pyrrolidin-3-ol C(C)N(C1C(CNC1)O)CC